Cl.FC=1C=C(C=CC1)CNC(=O)C1CCN(CC1)C(C)C1=CC=C(C2=CC=CC=C12)C#CC1CCNCC1 N-[(3-fluorophenyl)methyl]-1-[1-[4-[2-(4-piperidinyl)ethynyl]-1-naphthyl]ethyl]piperidine-4-carboxamide hydrochloride